(R)-γ-decanolactone C1(C[C@@H](CCCCCCC)O1)=O